[1-(2,1-benzoxazol-6-yl)propan-2-yl](methyl)amine N=1OC=C2C1C=C(C=C2)CC(C)NC